ClC1=CC=CC2=C1N=C(OC2=O)C 8-chloro-2-methyl-4H-benzo[d][1,3]oxazine-4-one